(R)-3-(4-phenoxyphenyl)-1-(1-(propylsulfo)piperidin-3-yl)-1H-pyrazolo[3,4-d]pyrimidine O(C1=CC=CC=C1)C1=CC=C(C=C1)C1=NN(C2=NC=NC=C21)[C@H]2CN(CCC2)S(=O)(=O)OCCC